OC1CNNCOC(C1)=O 1-hydroxy-7-oxo-6-oxa-3,4-diazacyclooctane